NCCC=1C=CC(=NC1)C1=C(C=C(C#N)C=C1)CN1C=NC(=C1)C1=CC=CC=C1 4-[5-(2-Aminoethyl)pyridin-2-yl]-3-[(4-phenylimidazol-1-yl)methyl]benzonitrile